FC1(CN(CC[C@@]1(O)C)C1=NC=CC(=N1)NC=1N=CC2=C(C=CC(=C2C1)C(C)C)N1CC(C1)CS(=O)(=O)C)F (4S)-3,3-difluoro-1-[4-({8-[3-(methanesulfonylmeth-yl)azetidin-1-yl]-5-(propan-2-yl)isoquinolin-3-yl}amino)pyrimidin-2-yl]-4-methylpiperidin-4-ol